[18F][C@@H](C=O)[C@@H](O)[C@H](O)[C@H](O)CO 2-deoxy-2-(18F)fluoro-glucose